COC([C@H](CC1=CC=C(C=C1)N1C(N(C2=C1C(=CC=C2)Cl)C)=S)NC(C2=CC=CC=C2)(C2=CC=CC=C2)C2=CC=CC=C2)=O (S)-3-(4-(7-chloro-3-methyl-2-thioxo-2,3-dihydro-1H-benzo[d]imidazol-1-yl)phenyl)-2-(tritylamino)propionic acid methyl ester